O=C1NC(CCC1C1=C2C(NC(C2=CC(=C1F)F)=O)=O)=O.[S].[Ru] ruthenium sulfur (2,6-dioxopiperidin-3-yl)-5,6-difluoroisoindole-1,3-dione